N1(N=NC2=C1C=CC=C2)C(C(N2N=NC1=C2C=CC=C1)N1CCN(CC1)C(=O)OC(C)(C)C)N1CCN(CC1)C(=O)OC(C)(C)C di-tert-butyl 4,4'-(1,2-bis(1H-benzo[d][1,2,3]triazol-1-yl)ethane-1,2-diyl)bis(piperazine-1-carboxylate)